((S)-2-amino-3-fluoropropyl)-2-(1-(cyclopropylmethyl)-7-((R)-2-(4-fluoro-1H-imidazol-1-yl)propoxy)-1H-indol-2-yl)-1-methyl-1,6,7,8-tetrahydro-5H-imidazo[4,5-g]isoquinolin-5-one N[C@@H](CC1=C2C(=CC=3CCNC(C13)=O)N(C(=N2)C=2N(C1=C(C=CC=C1C2)OC[C@@H](C)N2C=NC(=C2)F)CC2CC2)C)CF